N-[2-fluoro-3-(4-oxo-4,5,6,7-tetrahydro-3H-cyclopenta[d]pyrimidin-2-yl)-4-(trifluoromethyl)benzyl]isobutyramide FC1=C(CNC(C(C)C)=O)C=CC(=C1C=1NC(C2=C(N1)CCC2)=O)C(F)(F)F